4-fluoro-1,2-diphenyl-6-(pyridin-2-ylamino)-1,2-dihydro-3H-indazol-3-one FC1=C2C(N(N(C2=CC(=C1)NC1=NC=CC=C1)C1=CC=CC=C1)C1=CC=CC=C1)=O